CC=1C=C(C=CC1C)C=1SC(=NN1)C 2-(3,4-dimethylphenyl)-5-methyl-1,3,4-thiadiazole